(2S)-2-amino-1-[2-(1,3-benzothiazole-6-sulfonyl)-2H,4H,5H,6H-pyrrolo[3,4-c]pyrazol-5-yl]-2-(2-fluorophenyl)ethan-1-one N[C@H](C(=O)N1CC2=NN(C=C2C1)S(=O)(=O)C1=CC2=C(N=CS2)C=C1)C1=C(C=CC=C1)F